2-[4-[1-(2,6-dibenzyloxy-3-pyridyl)-6-fluoro-3-methyl-2-oxo-benzimidazol-5-yl]phenyl]acetic acid C(C1=CC=CC=C1)OC1=NC(=CC=C1N1C(N(C2=C1C=C(C(=C2)C2=CC=C(C=C2)CC(=O)O)F)C)=O)OCC2=CC=CC=C2